1-[5-(Azetidin-3-yloxy)-3-fluoropyridin-2-yl]-7-methoxy-3-methyl-8-(1-methyl-1H-pyrazol-4-yl)-1,3-dihydroimidazo-[4,5-c]quinolin-2-one N1CC(C1)OC=1C=C(C(=NC1)N1C(N(C=2C=NC=3C=C(C(=CC3C21)C=2C=NN(C2)C)OC)C)=O)F